C(C)(C)(C)OC(NC1=CC(=CC=C1)CN1N=CC2=C(C1=O)N(C1=C2CCN(C1)S(=O)(=O)C1=CC=CC=C1)C)=O (3-((5-methyl-4-oxo-7-(phenylsulfonyl)-4,5,6,7,8,9-hexahydro-3H-pyrido[4',3':4,5]pyrrolo[2,3-d]pyridazin-3-yl)methyl)phenyl)carbamic acid tert-butyl ester